tert-butyl cis-2-(8-cyano-5-quinolyl)-4-methyl-3,4,6,7,9,9a-hexahydro-1H-pyrazino[1,2-a]pyrazine-8-carboxylate C(#N)C=1C=CC(=C2C=CC=NC12)N1C[C@@H]2N([C@@H](C1)C)CCN(C2)C(=O)OC(C)(C)C